C[N+]1=CC(=CC=C1)C=CC1=CC=C(C=C1)C=O N-methyl-3-(4-formylstyryl)pyridinium